ClC=1C=CC2=C(C=C(O2)C(=O)N2CCC(CC2)CNC(=O)C=2OC(=NN2)C2=CC=C(C=C2)Cl)C1 N-((1-(5-chlorobenzofuran-2-carbonyl)piperidin-4-yl)methyl)-5-(4-chlorophenyl)-1,3,4-oxadiazole-2-carboxamide